Cl.Cl.NC1=NC2=CC(=CC=C2C=C1Br)O[C@H]1CC[C@]2([C@@H]1O[C@H]([C@@H]2O)N2C=CC1=C2N=C(N=C1)N)O (2R,3R,3aS,6S,6aR)-6-((2-amino-3-bromoquinolin-7-yl)oxy)-2-(2-amino-7H-pyrrolo[2,3-d]pyrimidin-7-yl)hexahydro-3aH-cyclopenta[b]furan-3,3a-diol dihydrochloride